2,4,6-trichloronaphthyridine ClC1=NC2=NC=C(C=C2C(=C1)Cl)Cl